1,3,2-dioxathiolane O1SOCC1